1-(8-methyl-2-carbonyl-1,2-dihydrobenzo[cd]indol-6-yl)-5-(trifluoromethyl)-N-(2-(trifluoromethyl)pyridin-4-yl)-1H-pyrazole-4-carboxamide CC=1C=C(C=2C3=C(C(NC13)=C=O)C=CC2)N2N=CC(=C2C(F)(F)F)C(=O)NC2=CC(=NC=C2)C(F)(F)F